C(#N)CN1C[C@@H]2[C@H](C1)CC(C2)NC2=C1C(=NC=C2C=2SC(=CN2)C(=O)NC(C(=O)O)(C)C)NC=C1 2-(2-(4-(((3aR,5s,6aS)-2-(cyanomethyl)octahydrocyclopenta[c]pyrrol-5-yl)-amino)-1H-pyrrolo[2,3-b]pyridin-5-yl)thiazole-5-carboxamido)-2-methylpropanoic acid